C12CC3CC(CC3C1)C2 tricyclo[3.3.1.03,7]Nonane